ClC=1N=CC2=C(N1)N(C=C2)C2CC(CCCC2)=O 3-(2-chloro-7H-pyrrolo[2,3-d]pyrimidin-7-yl)cycloheptan-1-one